3a-Bromo-3a,4,7,7a-tetrahydro-4,7-dimethyl-2-(4-(2,3,4,6-tetra-O-acetyl-β-D-glucopyranosyloxy)phenyl)-5,6-diphenyl-4,7-methano-1H-isoindol-1,3,8(2H)-trion BrC12C(N(C(C2C2(C(=C(C1(C2=O)C)C2=CC=CC=C2)C2=CC=CC=C2)C)=O)C2=CC=C(C=C2)O[C@H]2[C@H](OC(C)=O)[C@@H](OC(C)=O)[C@H](OC(C)=O)[C@H](O2)COC(C)=O)=O